2-(3-chlorophenyl)ethanol ClC=1C=C(C=CC1)CCO